BrC1=CC=C(C=C1)CCS(=O)(=O)O 4-bromophenylethylsulfonic acid